1-(2-chloro-6-fluorophenyl)-4-((4-(1-ethyl-3-(trifluoromethyl)-1H-1,2,4-triazol-5-yl)phenyl)amino)-1H-pyrazole-3-carboxamide ClC1=C(C(=CC=C1)F)N1N=C(C(=C1)NC1=CC=C(C=C1)C1=NC(=NN1CC)C(F)(F)F)C(=O)N